FC(C1=NN(N=C1)CC1CC2(CN(C2)C(=O)OC(C)(C)C)C1)(F)F Tert-Butyl 6-[[4-(trifluoromethyl)triazol-2-yl]methyl]-2-azaspiro[3.3]heptane-2-carboxylate